O=C1NC(CCC1N1CC2=CC=C(C=C2C1=O)CNC(OC1CCC2(CCC2)CC1)=O)=O spiro[3.5]nonan-7-yl ((2-(2,6-dioxopiperidin-3-yl)-3-oxoisoindolin-5-yl)methyl)carbamate